[N].[N].[Li] lithium dinitrogen